6-(4-hydroxyfurfurylamino)-9-β-D-arabinofuranosylpurine OC=1C=C(CNC2=C3N=CN(C3=NC=N2)[C@H]2[C@@H](O)[C@H](O)[C@H](O2)CO)OC1